BrC1=CC(=NC(=C1)C)C(=O)N[C@@H](C1=CC=C(C=C1)F)C1=C(C=CC(=C1)F)O (S)-4-bromo-N-((5-fluoro-2-hydroxyphenyl)(4-fluorophenyl)methyl)-6-methylpicolinamide